3-acetyl-6-chloro-4-cyclopropylquinolin-2(1H)-one C(C)(=O)C=1C(NC2=CC=C(C=C2C1C1CC1)Cl)=O